NC1=NC(=C(C(=N1)N[C@@H](C)C=1N(S(C2=C(C1)C=CC=C2Cl)(O)O)CC2=CC=CC=C2)C#N)C (S)-2-amino-4-((1-(2-benzyl-8-chloro-1,1-dihydroxy-2H-benzo[e][1,2]thiazin-3-yl)ethyl)amino)-6-methylpyrimidine-5-carbonitrile